ClC1=CC=2C(OCCOC=3C=C(C=CC3C3=CC=C(C(NS(C(=C1OC)C2)(=O)=O)=C3)F)F)=O 15-chloro-5,21-difluoro-16-methoxy-18,18-dioxo-8,11-dioxa-18λ6-thia-19-azatetracyclo[18.3.1.113,17.02,7]pentacosa-1(23),2(7),3,5,13(25),14,16,20(24),21-nonaen-12-one